3-mercaptopropan-1-sulfonic acid SCCCS(=O)(=O)O